3-ethynyl-1-butyn-3-ol C(#C)C(C#C)(C)O